ClC1=C2C(=NC(=C1)N(C(=O)[C@H]1NCCC1)C)N(C=C2)C (2S)-N-(4-chloro-1-methyl-pyrrolo[2,3-b]pyridin-6-yl)-N-methyl-pyrrolidine-2-carboxamide